COC(=O)C1=CC=C2C(=N1)CCO2 2,3-dihydrofuro[3,2-b]pyridine-5-carboxylic acid methyl ester